CC(C(=O)NNC)(CCCS(=O)(=O)C(C)(C)C=1C=NN(C1)COCC[Si](C)(C)C)C=1C=C(C=CC1)CCC(=O)OCC ethyl 3-(3-(2-methyl-1-(2-methylhydrazineyl)-1-oxo-5-((2-(1-((2-(trimethylsilyl)ethoxy)methyl)-1H-pyrazol-4-yl)propan-2-yl)sulfonyl)pentan-2-yl)phenyl)-propanoate